1-(4-(5-(3,5-dichlorophenyl)-5-(trifluoromethyl)-4,5-dihydroisoxazol-3-yl)-2-methylphenyl)-3-(4-(methylthio)butyl)thiourea ClC=1C=C(C=C(C1)Cl)C1(CC(=NO1)C1=CC(=C(C=C1)NC(=S)NCCCCSC)C)C(F)(F)F